4,4'-(3,4,5-trimethyleneheptane-1,7-diyl)bis(1-methylpiperazine) C=C(CCN1CCN(CC1)C)C(C(CCN1CCN(CC1)C)=C)=C